(2R,3R,3aS,6S,6aR)-6-((2-amino-3-fluoroquinolin-7-yl)methyl)-2-(4-amino-5-methyl-7H-pyrrolo[2,3-d]pyrimidin-7-yl)hexahydro-3aH-cyclopenta[b]furan-3,3a-diol NC1=NC2=CC(=CC=C2C=C1F)C[C@@H]1CC[C@]2([C@@H]1O[C@H]([C@@H]2O)N2C=C(C1=C2N=CN=C1N)C)O